CC1=C(C(=CC(=C1)C)C)[PH2]=O (2,4,6-trimethylphenyl)phosphine oxide